(2-(((1R,4R)-4-ethoxycyclohexyl)amino)-8-iodopyrido[4,3-d]pyrimidin-5-yl)benzamide C(C)OC1CCC(CC1)NC=1N=CC2=C(N1)C(=CN=C2C2=C(C(=O)N)C=CC=C2)I